The molecule is trianion of thiamine(1+) diphosphate arising from deprotonation of the four OH groups of the triphosphate. It has a role as a human metabolite and a Saccharomyces cerevisiae metabolite. It is a conjugate base of a thiamine(1+) triphosphate. CC1=C(SC=[N+]1CC2=CN=C(N=C2N)C)CCOP(=O)([O-])OP(=O)([O-])OP(=O)([O-])[O-]